8-acetyl-6-methyl-2-tetrahydropyran-4-yl-chromen-4-one C(C)(=O)C=1C=C(C=C2C(C=C(OC12)C1CCOCC1)=O)C